7-bromo-4-nitrobenzo[d][1,3]dioxole-5-carbaldehyde BrC1=CC(=C(C2=C1OCO2)[N+](=O)[O-])C=O